5-chloro-2-[(6-chloro-3-oxazol-2-yl-4-quinolyl)amino]benzoic acid ClC=1C=CC(=C(C(=O)O)C1)NC1=C(C=NC2=CC=C(C=C12)Cl)C=1OC=CN1